C1(CC1)C1=NC=NC(=C1C1=NC=2N(C(C=NC2C=N1)=O)CC12C3C4C5(C3C1C5C24)C=2N(C=C(N2)C(F)(F)F)C)OC 2-(4-cyclopropyl-6-methoxypyrimidin-5-yl)-8-((4-(1-methyl-4-(trifluoromethyl)-1H-imidazol-2-yl)cuban-1-yl)methyl)pteridin-7(8H)-one